tert-butyl N-[(1R)-1-(3-{8-bromo-3-[(trifluoromethyl) sulfanyl]indolizin-2-yl}-1,2,4-oxadiazol-5-yl)ethyl]carbamate BrC1=CC=CN2C(=C(C=C12)C1=NOC(=N1)[C@@H](C)NC(OC(C)(C)C)=O)SC(F)(F)F